1-(5-tert-butyl-2H-pyrazol-3-yl)-3-[4-(5-pent-4-ynyloxy-benzoimidazol-1-yl)-phenyl]-urea C(C)(C)(C)C=1C=C(NN1)NC(=O)NC1=CC=C(C=C1)N1C=NC2=C1C=CC(=C2)OCCCC#C